methyl 1-(2-trimethyl silyl ethoxymethyl)benzimidazole-5-carboxylate C[Si](CCOCN1C=NC2=C1C=CC(=C2)C(=O)OC)(C)C